[1-(4-fluorophenyl)-1H-pyrazolo[3,4-d]pyrimidin-4-yl]-4-methoxybenzoyl-hydrazine FC1=CC=C(C=C1)N1N=CC=2C1=NC=NC2N(N)C(C2=CC=C(C=C2)OC)=O